CCCCC/C=C\\C/C=C\\C/C=C\\C/C=C\\CCCC(=O)OC[C@H](COP(=O)(O)O)O The molecule is a 1-acyl-sn-glycerol 3-phosphate in which the 1-O-acyl group is specified as arachidonoyl. It has a role as a metabolite. It derives from an arachidonic acid. It is a conjugate base of a 1-arachidonoyl-sn-glycerol 3-phosphate(2-).